(thiazol-4-yl)ethanone S1C=NC(=C1)C(C)=O